C(C)C1=C(C=C(C(=C1)O)F)N=C(N)C1=C(C=2N(N=C1)C=C(C2)C=2C=NC(=CC2C)OC)NC[C@@H]2N(CCC2)C(=O)OC(C)(C)C tert-butyl (R)-2-[[[3-[N'-(2-ethyl-5-fluoro-4-hydroxy-phenyl)carbamimidoyl]-6-(6-methoxy-4-methyl-3-pyridyl)pyrrolo[1,2-b]pyridazin-4-yl]amino]methyl]pyrrolidine-1-carboxylate